[3-(tert-butoxycarbonylamino)cyclobutyl]4-methylbenzenesulfonate C(C)(C)(C)OC(=O)NC1CC(C1)OS(=O)(=O)C1=CC=C(C=C1)C